C(C=C)(=O)O.OC1=CC=C(C=C1)C(C)(C)C1=CC=C(C=C1)O Bisphenol A acrylate